tert-butyl 4-(5-fluoro-1-((2-(trimethylsilyl)ethoxy)methyl)-1H-pyrazolo[3,4-b]pyridin-3-yl)-3,6-dihydropyridine-1(2H)-carboxylate FC=1C=C2C(=NC1)N(N=C2C=2CCN(CC2)C(=O)OC(C)(C)C)COCC[Si](C)(C)C